NC1=C(C=CC(=C1)Cl)C1=CC(=CC(=C1)C(=O)N)C1=CC=C(C=C1)NC(=N)N amino-4-chloro-4''-guanidino-[1,1':3',1''-terphenyl]-5'-carboxamide